3-bromo-7-nitroindazole BrC1=NNC2=C(C=CC=C12)[N+](=O)[O-]